Chlorobis(3,5-dimethylphenyl)phosphine ClP(C1=CC(=CC(=C1)C)C)C1=CC(=CC(=C1)C)C